4-(2'-fluoro-4'-(trifluoromethyl)-[1,1'-biphenyl]-4-yl)-N-(pyridin-3-yl)butanamide FC1=C(C=CC(=C1)C(F)(F)F)C1=CC=C(C=C1)CCCC(=O)NC=1C=NC=CC1